Cl.N[C@H](CNC(=O)C1=CN(CCS1)C=1C2=C(N=CN1)NC=C2C)C (S)-N-(2-aminopropyl)-4-(5-methyl-7H-pyrrolo[2,3-d]pyrimidin-4-yl)-3,4-dihydro-2H-1,4-thiazine-6-carboxamide hydrochloride